(R)-(1-(2-(1-(cyclopropylmethyl)-1H-indol-2-yl)-4-(2-hydroxyethyl)-3-methylbenzo[b]thiophene-6-carbonyl)piperidin-3-yl)carbamic acid tert-butyl ester C(C)(C)(C)OC(N[C@H]1CN(CCC1)C(=O)C=1C=C(C2=C(SC(=C2C)C=2N(C3=CC=CC=C3C2)CC2CC2)C1)CCO)=O